4-(bromomethyl)-3-chloro-1,1'-biphenyl BrCC1=C(C=C(C=C1)C1=CC=CC=C1)Cl